isopropyl-cyclopentadienyl-zirconium trichloride [Cl-].[Cl-].[Cl-].C(C)(C)[Zr+3]C1C=CC=C1